(piperazin-1-yl)pyrazin N1(CCNCC1)C1=NC=CN=C1